CC1([C@H]([C@@H]1C1=CC=C(C=C1)S(N)(=O)=O)C(=O)OCC)C ethyl (1S,3S)-2,2-dimethyl-3-(4-sulfamoylphenyl)cyclopropanecarboxylate